CS(=O)(=O)OC1=C(C(=CC=C1)Cl)[C@H]1CC(=NO1)C=1N=C(SC1)C1CCN(CC1)C(CN1N=C(C=C1C(F)F)C(F)F)=O 2-{(5R)-3-[2-(1-{[3,5-bis(difluoro-methyl)-1H-pyrazol-1-yl]acetyl}piperidin-4-yl)-1,3-thiazol-4-yl]-4,5-dihydro-1,2-oxazol-5-yl}-3-chlorophenyl methanesulfonate